5-(10-(naphthalen-2-yl)anthracene-9-yl)-1,2-diphenyl-1H-benzo[d]imidazole C1=C(C=CC2=CC=CC=C12)C1=C2C=CC=CC2=C(C2=CC=CC=C12)C1=CC2=C(N(C(=N2)C2=CC=CC=C2)C2=CC=CC=C2)C=C1